C12COCC(CC1)N2C(CCC(=O)O)=O 4-(3-oxa-8-azabicyclo[3.2.1]octan-8-yl)-4-oxobutanoic acid